C1=CC=CC=2C3=CC=CC=C3C(=CC12)N1C=NC2=C1C=CC=C2 1-(phenanthren-9-yl)-1H-benzimidazole